Tert-butyl ((1R,2R)-2-(6-(Naphthalen-2-yl)imidazo[2,1-b]oxazole-5-carboxamido)cyclohexyl)carbamate C1=C(C=CC2=CC=CC=C12)C=1N=C2OC=CN2C1C(=O)N[C@H]1[C@@H](CCCC1)NC(OC(C)(C)C)=O